3,3-Dimethyl-8-{5-[7-(pyrrolidin-1-yl)-6,7,8,9-tetrahydro-5H-benzo[7]annulen-2-yl]-1H-pyrazolo[3,4-b]pyridin-3-yl}-2,3,4,5-tetrahydro-1,4-benzoxazepin-5-one CC1(COC2=C(C(N1)=O)C=CC(=C2)C2=NNC1=NC=C(C=C12)C=1C=CC2=C(CCC(CC2)N2CCCC2)C1)C